N[C@H](C(=O)N1CCN(CC1)C(=O)OCC1=CC=CC=C1)C1CCC(CC1)(F)F benzyl (S)-4-(2-amino-2-(4,4-difluorocyclohexyl)acetyl)piperazine-1-carboxylate